C(CC)(=S)OCCO.C(CC)(=S)OCCO.C(CC)(=S)OCCO trishydroxyethyl trithiopropionate